[Br-].C[N+](CCCCCC=O)(CC#C)C N,N-dimethyl-6-oxo-N-(prop-2-yn-1-yl)hexan-1-aminium bromide